4-[5-(2-aminoethyl)pyrimidin-2-yl]-3-(6-phenylpyridazin-4-yl)sulfinylbenzonitrile NCCC=1C=NC(=NC1)C1=C(C=C(C#N)C=C1)S(=O)C1=CN=NC(=C1)C1=CC=CC=C1